ClS(=O)(=O)OCC(C(=O)OC(C)(C)C)(C)C tert-butyl 3-((chlorosulfonyl) oxy)-2,2-dimethylpropanoate